ClC1=C(C=CC=C1)[C@@H]([C@@H](C)C=1N(C(C(=C(N1)C(=O)NC=1C=NOC1)O)=O)C)N1N=CC(=C1)CC 2-((1R,2R)-1-(2-chlorophenyl)-1-(4-ethyl-1H-pyrazol-1-yl)propan-2-yl)-5-hydroxy-N-(isoxazol-4-yl)-1-methyl-6-oxo-1,6-dihydropyrimidine-4-carboxamide